N1(CCC1)C1=CC(=C(C(=N1)C(C)C)N1C(N=C(C2=C1N=C(C(=C2)Cl)C2=C(C=CC=C2)F)N2C[C@H](N(C[C@@H]2C)C(=O)OC(C)(C)C)C)=O)C(C)C tert-Butyl (2R,5S)-4-(1-(6-(azetidin-1-yl)-2,4-diisopropylpyridin-3-yl)-6-chloro-7-(2-fluorophenyl)-2-oxo-1,2-dihydropyrido[2,3-d]pyrimidin-4-yl)-2,5-dimethylpiperazine-1-carboxylate